O=C1N(C(CN1C=1C=NC=C(C1)C(F)(F)F)=O)C1=CC=C(OC=2C=C3C(=NC2)NN=C3NC(C)=O)C=C1 N-[5-(4-{2,5-dioxo-3-[5-(trifluoromethyl)-3-pyridinyl]-1-imidazolidinyl}phenoxy)-1H-pyrazolo[3,4-b]pyridin-3-yl]acetamide